1-(benzofuran-2-yl(1-butyl-1H-tetrazol-5-yl)methyl)-4-(2,5-dimethylphenyl)piperazine O1C(=CC2=C1C=CC=C2)C(N2CCN(CC2)C2=C(C=CC(=C2)C)C)C2=NN=NN2CCCC